[5-chloro-3-cyano-2-(2-methylpyrazol-3-yl)thieno[2,3-b]pyridin-6-yl] trifluoromethanesulfonate FC(S(=O)(=O)OC1=C(C=C2C(=N1)SC(=C2C#N)C=2N(N=CC2)C)Cl)(F)F